tert-butyl ((1S,2R)-2-hydroxy-2,3-dihydro-1H-inden-1-yl)carbamate O[C@H]1[C@H](C2=CC=CC=C2C1)NC(OC(C)(C)C)=O